5-(4-amino-phenyl)-3-(2,6-dichloro-benzyloxy)-pyrazin-2-ylamine NC1=CC=C(C=C1)C=1N=C(C(=NC1)N)OCC1=C(C=CC=C1Cl)Cl